2-(4-(2'-(2,6-difluoro-3,5-dimethoxyphenyl)-3'-oxo-2',3'-dihydro-1'H-spiro[cyclopropane-1,4'-[2,7]naphthyridin]-6'-yl)-3-methyl-1H-pyrazol-1-yl)acetonitrile FC1=C(C(=C(C=C1OC)OC)F)N1CC2=CN=C(C=C2C2(C1=O)CC2)C=2C(=NN(C2)CC#N)C